N1(CCCC1)C(=O)[C@H]1CCCC=2N1C(N(N2)CC2=NOC(=N2)C2=CC(=CC=C2)C(F)(F)F)=O |r| (5RS)-5-(Pyrrolidin-1-ylcarbonyl)-2-({5-[3-(trifluoromethyl)phenyl]-1,2,4-oxadiazol-3-yl}methyl)-5,6,7,8-tetrahydro[1,2,4]triazolo[4,3-a]pyridin-3(2H)-one